C1(CCC1)C(C#N)CNCC=1C=C2C=CC(N(C2=CC1)C=1C2=C(N=CN1)NC=C2)=O 2-cyclobutyl-3-(((2-oxo-1-(7H-pyrrolo[2,3-d]pyrimidin-4-yl)-1,2-dihydroquinolin-6-yl)methyl)amino)propionitrile